methyl-2-oxa-5-azabicyclo[2.2.1]heptan CC12OCC(NC1)C2